ClC1=NC(=C(C=2N=C(N=C(C21)N(CC(CO)C)C)SC)F)Cl 3-((5,7-dichloro-8-fluoro-2-(methylthio)pyrido[4,3-d]pyrimidin-4-yl)(methyl)amino)-2-methylpropan-1-ol